C(C)(C)(C)OC(=O)N1[C@@H]2[C@H]([C@@H](C[C@H]1CC2)NC(=O)OCC2=CC=CC=C2)F (1S,2S,3R,5R)-3-(((benzyloxy)carbonyl)amino)-2-fluoro-8-azabicyclo[3.2.1]octane-8-carboxylic acid tert-butyl ester